(R)-1-(1-((S)-1-(5-Fluoropentyl)pyrrolidin-3-yl)-1,6-dihydroimidazo[4,5-d]pyrrolo[2,3-b]pyridin-2-yl)ethanol FCCCCCN1C[C@H](CC1)N1C(=NC=2C1=C1C(=NC2)NC=C1)[C@@H](C)O